C1=CC=CC=2C(C3=CC4=CC=CC=C4C=C3C(C12)=O)=O (8S,10S)-5,12-Naphthacenedione